2-(2-allyloxyethoxy)ethyl 4-methylbenzenesulfonate CC1=CC=C(C=C1)S(=O)(=O)OCCOCCOCC=C